C(=O)(O)[C@H](CC(=O)C1=CC2=C(S1)C=C(C(=C2Cl)OCCCOC=2C(=C1CN(CC1=CC2O)C(C[C@@H](C(=O)O)C)=O)F)OC)C (S)-4-(5-(3-((2-((S)-3-carboxybutanoyl)-4-chloro-6-methoxybenzo[b]thiophen-5-yl)oxy)propoxy)-4-fluoro-6-hydroxyisoindolin-2-yl)-2-methyl-4-oxobutanoic acid